C=1(C(=CC=CC1)C(=O)O)C.C(CC(CC)O)O 1,3-pentanediol monotoluate